17-amino-3,6,9,12,15-pentaoxaheptadecanol NCCOCCOCCOCCOCCOCCO